(2R,4S)-2-(2-(4-(8-bromo-7-fluoro-1H-imidazo[4,5-c]quinolin-1-yl)butoxy)-5-fluorophenyl)-4-fluoropyrrolidine-1-carboxylic acid tert-butyl ester C(C)(C)(C)OC(=O)N1[C@H](C[C@@H](C1)F)C1=C(C=CC(=C1)F)OCCCCN1C=NC=2C=NC=3C=C(C(=CC3C21)Br)F